2-hydroxy-5-(5-isopropyl-4,5,6,7-tetrahydrothieno[3,2-c]pyridin-2-yl)-3-methoxybenzaldehyde OC1=C(C=O)C=C(C=C1OC)C1=CC=2CN(CCC2S1)C(C)C